4-(2-butyl-1-oxo-1,2-dihydro-2,7-naphthyridin-4-yl)-2-fluorobenzaldehyde C(CCC)N1C(C2=CN=CC=C2C(=C1)C1=CC(=C(C=O)C=C1)F)=O